tert-butyl (3R,4R)-4-{[7-(4-chlorophenyl)-5-iodoimidazo[4,3-f][1,2,4]triazin-2-yl]amino}-3-fluoropiperidine-1-carboxylate ClC1=CC=C(C=C1)C1=NC(=C2C=NC(=NN21)N[C@H]2[C@@H](CN(CC2)C(=O)OC(C)(C)C)F)I